C(C1=CC=CC=C1)OCCCCCCCCCCO 10-(benzyloxy)decan-1-ol